Cl.S1C=CC2=C1C=CC=C2N2CCNCC2 1-(benzothien-4-yl)piperazine hydrochloride